(4-bromophenyl)diphenylsulfonium methyl-(E)-3-[2-methylsulfanyl-4-(3-piperidylamino)pyrimidin-5-yl]-2-(2-nitrophenoxy)prop-2-enoate COC(/C(=C\C=1C(=NC(=NC1)SC)NC1CNCCC1)/OC1=C(C=CC=C1)[N+](=O)[O-])=O.BrC1=CC=C(C=C1)[S+](C1=CC=CC=C1)C1=CC=CC=C1